N[C@@H]1[C@@H](CN(CC1)C1=C(C=NC2=CC=C(C=C12)C1=C(C(=CC(=C1C)F)F)O)C1=CC(=CC(=C1)OC)F)O cis-4-amino-1-[6-(3,5-difluoro-2-hydroxy-6-methylphenyl)-3-(3-fluoro-5-methoxyphenyl)quinolin-4-yl]piperidin-3-ol